BrC1=NC=CC(=C1)CN1C[C@@H](CCC1)N (R)-1-((2-bromopyridin-4-yl)methyl)piperidin-3-amine